2-(Pyridin-2-yl)-N-(5-(1-(5-(2-(3-(trifluoromethoxy)phenyl)acetamido)-1,3,4-thiadiazol-2-yl)piperidin-3-yl)-1,3,4-thiadiazol-2-yl)acetamide N1=C(C=CC=C1)CC(=O)NC=1SC(=NN1)C1CN(CCC1)C=1SC(=NN1)NC(CC1=CC(=CC=C1)OC(F)(F)F)=O